[Mn](=O)([O-])[O-].[Sr+2] Strontium Manganit